5-chloro-7-(pyrrolidin-1-ylmethyl)-8-hydroxyquinoline ClC1=C2C=CC=NC2=C(C(=C1)CN1CCCC1)O